3-(4-(Tert-butyl)phenyl)-5-phenyl-4,5-dihydroisoxazole C(C)(C)(C)C1=CC=C(C=C1)C1=NOC(C1)C1=CC=CC=C1